NC1=NC=2C=C(C(=CC2C2=C1C=NN2C)C(=O)N(CC2=NC=C(C=C2)C(F)(F)F)N2C=CC=1C2=NC=CC1)F 4-amino-7-fluoro-1-methyl-N-(1H-pyrrolo[2,3-b]pyridin-1-yl)-N-((5-(trifluoromethyl)pyridin-2-yl)methyl)-1H-pyrazolo[4,3-c]quinoline-8-carboxamide